4-((6-((1-acetylpiperidin-4-yl)amino)pyrimidin-4-yl)oxy)-2-(3,4-dihydroisoquinolin-2(1H)-yl)cyclopentyl pivalate C(C(C)(C)C)(=O)OC1C(CC(C1)OC1=NC=NC(=C1)NC1CCN(CC1)C(C)=O)N1CC2=CC=CC=C2CC1